2-(4-chloro-3-fluorophenoxy)-N-{(3S)-4-[2-(3,4-dichlorophenoxy)acetylamino]-3-hydroxybicyclo[2.2.2]oct-1-yl}acetamide Ethyl-1-benzoyl-5-methylpyrrolo[1,2-a]quinoline-3-carboxylate C(C)OC(=O)C=1C=C(N2C1C=C(C1=CC=CC=C21)C)C(C2=CC=CC=C2)=O.ClC2=C(C=C(OCC(=O)NC13C[C@@H](C(CC1)(CC3)NC(COC3=CC(=C(C=C3)Cl)Cl)=O)O)C=C2)F